C(C)(C)(C)OC(=O)N1C[C@H](O[C@H](C1)C)CN(S(=O)(=O)C)C(=O)OC(C)(C)C cis-2-[[tert-butoxycarbonyl-(methanesulfonyl)amino]methyl]-6-methyl-morpholine-4-carboxylic acid tert-butyl ester